3',5',6'-triphenyl-[1,1':2',1''-terphenyl]-3,5-dicarbonitrile C1(=CC=CC=C1)C1=C(C(=C(C(=C1)C1=CC=CC=C1)C1=CC=CC=C1)C1=CC(=CC(=C1)C#N)C#N)C1=CC=CC=C1